(R)-3-bromo-N-(2-chloro-4-cyanophenyl)-2-hydroxy-2-methylpropanamide BrC[C@](C(=O)NC1=C(C=C(C=C1)C#N)Cl)(C)O